4-(Tricyclo-[5.2.1.02,6]-dec-8-yliden)butyraldehyd C12C3CCCC3C(C(C1)=CCCC=O)C2